NC(C(C1=CC=CC=C1)N)C1=CC=CC=C1 diamino-1,2-diphenylethane